2-(4,6-dichloro-5-(2-(difluoromethoxy)phenyl)-1H-benzo[d]imidazol-2-yl)-2-(4-(ethylsulfonyl)-2-fluorophenyl)ethanol ClC1=C(C(=CC=2NC(=NC21)C(CO)C2=C(C=C(C=C2)S(=O)(=O)CC)F)Cl)C2=C(C=CC=C2)OC(F)F